Imidazole ethyl-methacrylate C(C)OC(C(=C)C)=O.N1C=NC=C1